tert-butyl [(5-fluoropyridin-2-yl)(4-methylbenzene-1-sulfonyl)methyl]carbamate FC=1C=CC(=NC1)C(S(=O)(=O)C1=CC=C(C=C1)C)NC(OC(C)(C)C)=O